B(OP(=O)=O)(OP(=O)=O)[O-].[Li+] lithium bis(phospho) borate